perfluoro-1,6-hexanediol FC(C(C(C(C(C(O)(F)F)(F)F)(F)F)(F)F)(F)F)(O)F